vanadium strontium titanium oxide [O-2].[Ti+4].[Sr+2].[V+5]